C1(CCC1)C(=O)N1[C@H]([C@H]([C@H](C1)F)NS(=O)(=O)CC)CC=1C=C(C=CC1)C1=CC(=CC=C1)F N-{(2S,3R,4S)-1-(cyclobutanecarbonyl)-4-fluoro-2-[(3'-fluoro[1,1'-biphenyl]-3-yl)methyl]pyrrolidin-3-yl}ethanesulfonamide